(R)-2-(3-(3-chloro-4-fluorophenyl)-1-(1-(8-fluoro-1-oxo-1,2-dihydroisoquinolin-4-yl)ethyl)ureido)ethane-1-sulfonamide ClC=1C=C(C=CC1F)NC(N([C@H](C)C1=CNC(C2=C(C=CC=C12)F)=O)CCS(=O)(=O)N)=O